5-bromo-2-(1-((tert-butyldimethylsilyl)oxy)-2,2,2-trifluoroethyl)-4-methylpyridine BrC=1C(=CC(=NC1)C(C(F)(F)F)O[Si](C)(C)C(C)(C)C)C